C[Si](C)(C)OP(=O)(O[Si](C)(C)C)O[Si](C)(C)C Tris(trimethylsilyl)-phosphat